Isopropyl 3-(3-acrylamido-4-methylphenyl)-2-(trimethylsilyl)-1H-pyrrolo[2,3-b]pyridine-5-carboxylate C(C=C)(=O)NC=1C=C(C=CC1C)C1=C(NC2=NC=C(C=C21)C(=O)OC(C)C)[Si](C)(C)C